4-((3-vinyl-5-(methylsulfonyl)-1-((2-(trimethylsilyl)ethoxy)methyl)-1H-pyrrolo[2,3-b]pyridin-6-yl)amino)-N-(methyl-d3)pyridazine-3-carboxamide tungsten [W].C(=C)C1=CN(C2=NC(=C(C=C21)S(=O)(=O)C)NC2=C(N=NC=C2)C(=O)NC([2H])([2H])[2H])COCC[Si](C)(C)C